4-(4-((1R,5S)-3,8-diazabicyclo[3.2.1]octan-3-yl)-6-ethynyl-8-fluoro-2-(((2R,7aS)-2-fluorotetrahydro-1H-pyrrolizin-7a(5H)-yl)methoxy)quinazolin-7-yl)-5-ethynyl-6-fluoronaphthalen-2-ol [C@H]12CN(C[C@H](CC1)N2)C2=NC(=NC1=C(C(=C(C=C21)C#C)C2=CC(=CC1=CC=C(C(=C21)C#C)F)O)F)OC[C@]21CCCN1C[C@@H](C2)F